ClC=1C=C2C=C3N(C2=CC1)C=1C=CC=CC1C3=O 2-chloro-10H-indolo[1,2-a]indol-10-one